C12=CC=C(N1)C=C1C=CC(=N1)C=C1C=CC(N1)=CC=1C=CC(N1)=C2.[Au+2] Gold(II) porphyrin